Cl.N[C@H](C(=O)NC1=CC=C(C=C1)C1=C(N(C(C=C1)=O)C)C)C1CCC(CC1)C (S)-2-amino-N-(4-(1,2-dimethyl-6-oxo-1,6-dihydropyridin-3-yl)phenyl)-2-((1r,4S)-4-methylcyclohexyl)acetamide hydrochloride